ClC1=C(C(=CC=C1)C)NC(=O)C1=CN=C(S1)NC1=NC(=NC(=C1)N1CCC(CC1)N1CCN(CC1)CC1=CC(=CC=C1)C1C(NC(CC1)=O)=O)C N-(2-chloro-6-methylphenyl)-2-((6-(4-(4-(3-(2,6-dioxopiperidin-3-yl)benzyl)piperazin-1-yl)piperidin-1-yl)-2-methylpyrimidin-4-yl)amino)thiazole-5-carboxamide